C1(=CC=C(C=C1)N(C1=CC=C(C=C1)C1(CCCCC1)C1=CC=C(C=C1)N(C1=CC=C(C=C1)C)C1=CC=C(C=C1)C)C1=CC=C(C=C1)C)C 1,1-Bis(4-di-p-tolylaminophenyl)-cyclohexan